4-((4-((2-(dimethylphosphoryl)phenyl)amino)-5-(trifluoromethyl)pyrimidin-2-yl)amino)-2-chlorobenzoic acid CP(=O)(C)C1=C(C=CC=C1)NC1=NC(=NC=C1C(F)(F)F)NC1=CC(=C(C(=O)O)C=C1)Cl